FC(N1N=C(C=C1)C1(CC1)C1(NC(=NC(=N1)N)C1=CC=C2C=NN(C2=C1)C1OCCCC1)N)F 2-[1-[1-(difluoromethyl)pyrazol-3-yl]cyclopropyl]-6-(1-tetrahydropyran-2-ylindazol-6-yl)-1,3,5-triazine-2,4-diamine